OC(CC(=C)C)C1(C2=NCN([C@H]3[C@H](O)[C@H](O)[C@@H](CO)O3)C2=NC=N1)N 6-(hydroxyisopentenyl)adenosine